CC=1C=C(C=C(C#N)C#N)C=CC1 2-(3-methylbenzylidene)-malononitrile